4-(3-methacrylamido-2-methylphenyl)-2-(1-(methylsulfonyl)-1,2,3,6-tetrahydropyridin-4-yl)-1H-indole C(C(=C)C)(=O)NC=1C(=C(C=CC1)C1=C2C=C(NC2=CC=C1)C=1CCN(CC1)S(=O)(=O)C)C